8-(7-bromo-6-chloro-8-fluoro-2-(((2R,7aS)-2-fluorotetrahydro-1H-pyrrolizin-7a(5H)-yl)methoxy)quinazolin-4-yl)-2-oxa-5,8-diazaspiro[3.5]nonane BrC1=C(C=C2C(=NC(=NC2=C1F)OC[C@]12CCCN2C[C@@H](C1)F)N1CCNC2(COC2)C1)Cl